3-(4-fluoro-2'-hydroxy-5,6'-dimethyl-4'-(oxetan-3-yl)-[1,1'-biphenyl]-3-yl)propanoate FC1=C(C=C(C=C1C)C1=C(C=C(C=C1C)C1COC1)O)CCC(=O)[O-]